(4-(3-hydroxyoxetan-3-yl)phenyl)(4-(4-phenoxyphenoxy)piperidin-1-yl)methanone OC1(COC1)C1=CC=C(C=C1)C(=O)N1CCC(CC1)OC1=CC=C(C=C1)OC1=CC=CC=C1